C(CCCCCCCCCCCCCCCCC)N1C([Se]C2=C1C=CC=C2)=CC=C2C(NC(S2)=S)=O 5-[2-(3-octadecyl-2-benzoselenazolinylidene)ethylidene]rhodanine